FC(C1=CC=CC(=N1)C=1N=CNC1)(F)F 4-(6-(trifluoromethyl)pyridin-2-yl)-1H-imidazole